CC1=NN(C2=NC(=NC=C21)NC2=CC(=NC=C2C)C=2OC=CN2)C2CCOCC2 3-methyl-N-(5-methyl-2-(oxazol-2-yl)pyridin-4-yl)-1-(tetrahydro-2H-pyran-4-yl)-1H-pyrazolo[3,4-d]pyrimidin-6-amine